methyl (S)-9-bromo-4-(cyclopropyl(4-methoxypyridin-2-yl)methyl)-5-oxo-2,3,4,5-tetrahydrobenzo[f][1,4]oxazepine-7-carboxylate BrC1=CC(=CC=2C(N(CCOC21)[C@H](C2=NC=CC(=C2)OC)C2CC2)=O)C(=O)OC